OC=1C=CC=C2C=CC=NC12.OC=1C=CC=C2C=CC=NC12.OC=1C=CC=C2C=CC=NC12.[Li] lithium tris(8-hydroxyquinoline)